C1(=CC=CC=2C3=CC=CC=C3CC12)C=1NOC2=C(C1)C=CC=C2 fluorenyl-benzoxazine